N(=[N+]=[N-])C1=CC(=C(C=C1)C(=O)N1C=NC=C1)F (4-azido-2-fluorophenyl)(1H-imidazol-1-yl)methanone